C1=CC=C2C(=C1)C(C3=CC=CC=C32)COC(=O)N[C@@H](CC4=CC(=CC=C4)C#N)C(=O)O N-α-(9-fluorenylmethoxycarbonyl)-3-cyano-L-phenylalanine